COC=1C(=C2C=CNC2=C(C1)C)CN1CC2=CC=C(C=C2C1(C)C)C#N 2-((5-methoxy-7-methyl-1H-indol-4-yl)methyl)-3,3-dimethyl-isoindoline-5-carbonitrile